CN1N=CC(=C1C)C(=O)O 1,5-dimethyl-1H-pyrazole-4-carboxylic acid